2,7-Diaza-spiro[4.5]decan C1NCCC12CNCCC2